N[C@@H](CC1=CNC=N1)C(=O)O.[Zn].[Na] sodium zinc histidine